FC(OC1=CC=C(C=C1)C1=CN=C2N1C=CN=C2NC2=CC(=C(C=C2)C(=O)N2C[C@@H]([C@@H](CC2)C(=O)N2CCNCC2)O)C)F |r| [4-[[3-[4-(difluoromethoxy)phenyl]imidazo[1,2-a]pyrazin-8-yl]amino]-2-methylphenyl]-[rac-(3R,4R)-3-hydroxy-4-(piperazine-1-carbonyl)piperidin-1-yl]methanone